FC(OC1=CC=C(C=CC2=C(N=NN2)C(=O)O)C=C1)(F)F 5-(4-(trifluoromethoxy)styryl)-1H-1,2,3-triazole-4-carboxylic acid